(2r,3r)-3-(3-(4-methylphenyl)isoxazol-5-yl)-2-(2,4-difluorophenyl)-1-(1H-tetrazol-1-yl)butan-2-ol tert-butyl-(3-(2-(p-tolyl)-2H-1,2,3-triazol-4-yl)bicyclo[1.1.1]pentan-1-yl)carbamate C(C)(C)(C)N(C(=O)O[C@](CN1N=NN=C1)([C@@H](C)C1=CC(=NO1)C1=CC=C(C=C1)C)C1=C(C=C(C=C1)F)F)C12CC(C1)(C2)C2=NN(N=C2)C2=CC=C(C=C2)C